C(C1=CC=CC=C1)OC1=CC(=CC(=C1)Br)Br 1-benzyloxy-3,5-dibromo-benzene